CC=1C(=C(C=CC1)CC)C Dimethyl-ethyl-benzene